Z-Carbonate C([O-])([O-])=O